FC1=C(CC2(CCN(CC2)C)O)C=CC=C1F 4-(2,3-difluorobenzyl)-1-methylpiperidin-4-ol